2,2-Bis(4-cyanatophenyl)hexane O(C#N)C1=CC=C(C=C1)C(C)(CCCC)C1=CC=C(C=C1)OC#N